C(CCCC)C=1C(CCC1)=O pentylcyclopent-2-en-1-one